(7-(6-(tert-butyl)pyrazin-2-yl)-2-azaspiro[3.5]non-2-yl)((1s,3s)-3-hydroxy-3-methylcyclobutyl)methanone C(C)(C)(C)C1=CN=CC(=N1)C1CCC2(CN(C2)C(=O)C2CC(C2)(C)O)CC1